C[NH+]=C(N)N The molecule is a guanidinium ion that is the conjugate acid of methylguanidine; major species at pH 7.3. It is a conjugate acid of a methylguanidine.